C12CN(CC(CC1)N2)C2=NC(=NC1=C(C(=CC=C21)C2=CC(=CC1=CC=CC=C21)O)F)OC[C@H]2N(CC(C2)(F)F)C 4-[4-(3,8-diazabicyclo[3.2.1]octan-3-yl)-2-[[(2s)-4,4-difluoro-1-methyl-pyrrolidin-2-yl]methoxy]-8-fluoro-quinazolin-7-yl]naphthalen-2-ol